6-(pyrazolo[1,5-a]pyrimidin-3-yl)pyridin-2-amine N1=CC(=C2N1C=CC=N2)C2=CC=CC(=N2)N